C(C)N1CC[N+](CC1)(C)C 4-ethyl-1,1-dimethylpiperazin-1-ium